C(CCC)C1=NOC(=N1)C1=CC=C(C(=O)O)C=C1 4-(3-Butyl-1,2,4-oxadiazol-5-yl)benzoic acid